C(CC)(=O)N1CCN(CC1)C1=CC=C(C=C1)NC1=NC2=C(C=CC=C2C=N1)C=1C=C(C=CC1)NC(C=C)=O N-(3-(2-((4-(4-propionylpiperazin-1-yl)phenyl)amino)quinazolin-8-yl)phenyl)acrylamide